ClC=1C(=CC2=C(N(C[C@H](N(S2(=O)=O)C)[C@H](C)OC)C2=CC=CC=C2)C1)C=1C=CC(=C(C(=O)O)C1)F 5-((S)-7-chloro-3-((S)-1-methoxyethyl)-2-methyl-1,1-dioxido-5-phenyl-2,3,4,5-tetrahydrobenzo[f][1,2,5]thiadiazepin-8-yl)-2-fluorobenzoic acid